4-(4'-(2-methyl-2H-1,2,3-triazol-4-yl)-[1,1'-biphenyl]-4-yl)-1H-1,2,3-triazole-5-carboxylic acid CN1N=CC(=N1)C1=CC=C(C=C1)C1=CC=C(C=C1)C=1N=NNC1C(=O)O